C(C)(=O)NC1=CC=C(C=N1)[C@H]1N(C[C@@H](CC1)C)C(C(=O)NC=1C=C(C=NC1)C(=O)N)=O |o1:10,13| Rel-5-[[2-[(2S,5R)-2-(6-acetamido-3-pyridyl)-5-methyl-1-piperidyl]-2-oxo-acetyl]amino]pyridine-3-carboxamide